P(OCCC)(OCCC)[O-] di-n-propyl phosphite